CN(C/C=C/C(=O)N1CC(C1)(C(=O)N1CC(C1)N1N=CC(=C1C)C=1C=C(C=2N(C1)N=CC2C#N)OC)F)C (E)-6-(1-(1-(1-(4-(dimethylamino)but-2-enoyl)-3-fluoroazetidine-3-carbonyl)azetidin-3-yl)-5-methyl-1H-pyrazol-4-yl)-4-methoxypyrazolo[1,5-a]pyridine-3-carbonitrile